(1S)-6-chloro-1-((3,6-dihydro-2H-pyran-2-yl)methyl)-2,3,4,9-tetrahydro-1H-pyrido[3,4-b]indole ClC=1C=C2C3=C(NC2=CC1)[C@@H](NCC3)CC3OCC=CC3